dimethyl-4-methylidenepentanedioic acid CC(C(=O)O)(CC(C(=O)O)=C)C